3-phenyl-N-[4-(3,4-dihydro-1H-isoquinoline-2-sulfonyl)-phenyl]acrylamide C1(=CC=CC=C1)C=CC(=O)NC1=CC=C(C=C1)S(=O)(=O)N1CC2=CC=CC=C2CC1